tert-butyl ((1-(5-((3-chloro-2-(piperazin-1-yl)pyridin-4-yl)thio)pyrazin-2-yl)-4-methylpiperidin-4-yl)methyl)carbamate ClC=1C(=NC=CC1SC=1N=CC(=NC1)N1CCC(CC1)(C)CNC(OC(C)(C)C)=O)N1CCNCC1